C(C=C)(=O)N1CC(=CCC1)C=1C=NN(C1)C(C(=O)NC1=NNC(=C1)C(F)(F)F)C 2-(4-(1-propenoyl-1,2,5,6-tetrahydropyridin-3-yl)-1H-pyrazol-1-yl)-N-(5-(trifluoromethyl)-1H-pyrazol-3-yl)propionamide